N1=CC=C(C=C1)NC(C1=CC=NC=C1)=O N-(4-pyridyl)isonicotinamide